4-(4'-(Cyanomethyl)-4-(nonyloxy)-[1,1'-biphenyl]-3-yl)Butanenitrile C(#N)CC1=CC=C(C=C1)C1=CC(=C(C=C1)OCCCCCCCCC)CCCC#N